8-bromo-3-(4-chloro-2-fluorophenyl)-2H-chromene BrC=1C=CC=C2C=C(COC12)C1=C(C=C(C=C1)Cl)F